ON=C(C1=CC=C(C=C1)N1C=NC(=C1)CSC1=CC=CC=C1)N N'-hydroxy-4-(4-((phenylsulfanyl)methyl)-1H-imidazol-1-yl)benzamidine